2-{5-[(5-Methoxypyridin-2-yl)methoxy]-2,3-dihydro-1H-isoindol-2-yl}pyridine-3-carbonitrile COC=1C=CC(=NC1)COC=1C=C2CN(CC2=CC1)C1=NC=CC=C1C#N